C(=O)C1=C(C=CC=C1OCC1=CC=C(C=C1)OC)C=1C=C(N(N1)C)C(=O)O 5-{2-formyl-3-[(4-methoxyphenyl)methoxy]phenyl}-2-methylpyrazole-3-carboxylic acid